COC1=CC=C(CN2C(C2C(F)(F)F)C(=O)OCC)C=C1 ethyl 1-(4-methoxybenzyl)-3-(trifluoromethyl)aziridine-2-carboxylate